ethyl 3-bromo-6-methyl-2-(((trifluoromethyl)sulfonyl)oxy)benzoate BrC=1C(=C(C(=O)OCC)C(=CC1)C)OS(=O)(=O)C(F)(F)F